C(C(C)(C)C)(=O)NC1=NC=CC=C1 2-(pivaloylamino)pyridine